N-(2,4-Difluorobenzyl)-9-hydroxy-2-isopropyl-1,8-dioxo-1,3,4,8-tetrahydro-2H-pyrido[1,2-a]pyrazine-7-carboxamide FC1=C(CNC(=O)C=2C(C(=C3N(CCN(C3=O)C(C)C)C2)O)=O)C=CC(=C1)F